C(C1=CC=CC=C1)OC(N[C@@H](C(=O)NN(C(CF)=O)CCC(=O)N)CC1CCCCC1)=O.C(C)(C)(C)C=1SC(=CN1)C(=O)NC1=CC(=C(C=C1)C)C#C 2-tert-butyl-N-(3-ethynyl-4-methylphenyl)thiazole-5-carboxamide Benzyl-N-[(1R)-2-[2-(3-amino-3-oxo-propyl)-2-(2-fluoroacetyl)hydrazino]-1-(cyclohexylmethyl)-2-oxo-ethyl]carbamate